C(C)(=O)C1=NN(C2=C(C=C(C=C12)C=1C=NC(=NC1)C)C#N)CC(=O)N1[C@@H]2C[C@@]2(C[C@H]1C(=O)NC1=NC(=CC=C1C)Br)CN(C)C (1R,3S,5R)-2-(2-(3-acetyl-7-cyano-5-(2-methylpyrimidin-5-yl)-1H-indazol-1-yl)acetyl)-N-(6-bromo-3-methylpyridin-2-yl)-5-((dimethylamino)methyl)-2-azabicyclo[3.1.0]hexane-3-carboxamide